(3-((3,4-dihydroisoquinolin-2(1H)-yl)methyl)-3-hydroxypiperidin-1-yl)(3-(phenylamino)phenyl)methanone C1N(CCC2=CC=CC=C12)CC1(CN(CCC1)C(=O)C1=CC(=CC=C1)NC1=CC=CC=C1)O